N(=[N+]=[N-])CCOCCOCCOCCCOCCOCCOCCN=[N+]=[N-] 1,3-bis[2-[2-(2-azidoethoxy)ethoxy]ethoxy]propane